N-(1-((2-(2,6-dioxopiperidin-3-yl)-1,3-dioxoisoindolin-4-yl)oxy)-2-oxo-6,9,12-trioxa-3-azatetradecan-14-yl)-3-(4,5-diphenyloxazol-2-yl)propenamide O=C1NC(CCC1N1C(C2=CC=CC(=C2C1=O)OCC(NCCOCCOCCOCCNC(C=CC=1OC(=C(N1)C1=CC=CC=C1)C1=CC=CC=C1)=O)=O)=O)=O